C(CCCCCCCCCCC)CCC(=S)OCC(COC(CCCCCCCCCCCCCC)=S)(COC(CCCCCCCCCCCCCC)=S)COC(CCCCCCCCCCCCCC)=S Pentaerythritol tetrakis(3-dodecylthiopropionate)